C(#C)C1=CSC2=C(N=CC=C21)N(C(C2=C(C=C(C=C2)C=2N=NN(C2)C)F)=O)[C@H]2CNCCC2 (R)-N-(3-ethynylthieno[2,3-c]pyridin-7-yl)-2-fluoro-4-(1-methyl-1H-1,2,3-triazol-4-yl)-N-(piperidin-3-yl)benzamide